4-N-(naphthalene-1-yl)-3,5-bis(4-bromophenyl)-4H-1,2,4-triazole C1(=CC=CC2=CC=CC=C12)N1C(=NN=C1C1=CC=C(C=C1)Br)C1=CC=C(C=C1)Br